FC(C(=O)O)(F)F.O1CCN(CC1)C(C)C1=CC=C(/C=C/C2=NNC3=CC(=CC=C23)C=C2C(NCC2C2=CC=CC=C2)=O)C=C1 3-((3-((E)-4-(1-morpholinoethyl)styryl)-1H-indazol-6-yl)methylene)-4-phenylpyrrolidin-2-one trifluoroacetate